C(C)(C)(C)OC(NS(NCC1=CC=C(C=C1)N1N=NC2=C1C(=CC=C2)OC)(=O)=O)=O tert-butyl(N-(4-(7-methoxy-1H-benzo[d][1,2,3]triazol-1-yl)benzyl)sulfamoyl)carbamate